FC1=C(C(=CC=C1)F)C1=CC(=CC=C1)[C@H](CC(=O)OCC)NC(=O)NC=1C(N(C=C(C1O)C)C)=O ethyl (S)-3-(2',6'-difluorobiphenyl-3-yl)-3-(3-(4-hydroxy-1,5-dimethyl-2-oxo-1,2-dihydropyridin-3-yl)ureido)propanoate